Cl.CO[C@@H]1COC2(CNC2)C1 (7S)-7-methoxy-5-oxa-2-azaspiro[3.4]octane hydrochloride